isopropyl 3-((3R,4R)-4-((R,E)-4-(but-3-en-1-yl)-2-((tert-butoxycarbonyl)imino)-4-ethyl-6-oxotetrahydropyrimidin-1(2H)-yl)chroman-3-yl)propanoate C(CC=C)[C@]1(N\C(\N(C(C1)=O)[C@@H]1[C@H](COC2=CC=CC=C12)CCC(=O)OC(C)C)=N/C(=O)OC(C)(C)C)CC